C1(CC1)[C@H](C(C)(C)OC)N1CC2=CC=CC(=C2C1=O)NC(=O)C1=C2C(=NC=C1)CCC2 |o1:3| (R or S)-N-(2-(1-cyclopropyl-2-methoxy-2-methylpropyl)-3-oxoisoindolin-4-yl)-6,7-dihydro-5H-cyclopenta[b]pyridine-4-carboxamide